3-(4-amino-7-bromo-5-{3-fluoro-4-[(4-methylpyrimidin-2-yl)oxy]phenyl}-5H-pyrrolo[3,2-d]pyrimidin-6-yl)piperidine-1-carboxylic acid tert-butyl ester C(C)(C)(C)OC(=O)N1CC(CCC1)C1=C(C=2N=CN=C(C2N1C1=CC(=C(C=C1)OC1=NC=CC(=N1)C)F)N)Br